NC1=C(C=CC(=C1F)NCC1=CC=C(C=C1)OC(F)(F)F)NC(CC(C)(C)C)=O N-(2-amino-3-fluoro-4-((4-(trifluoromethoxy)benzyl)amino)phenyl)-3,3-dimethylbutanamide